C(C)(C)(C)OOC(C)CCC(C)OOC(C)(C)C 2,5-bis(tert-butylperoxy)hexane